(E)-3-(3,7-dimethylocta-2,6-dien-1-yl)-2,4-dihydroxy-N-isopropyl-6-pentylbenzenesulfonamide C\C(=C/CC=1C(=C(C(=CC1O)CCCCC)S(=O)(=O)NC(C)C)O)\CCC=C(C)C